The molecule is a docosanoid that is (7Z,10Z,12E,16Z,19Z)-docosapentaenoic acid carrying a hydroperoxy substituent at position 14. It is a docosanoid, a hydroperoxy fatty acid and a long-chain fatty acid. It derives from a (7Z,10Z,13Z,16Z,19Z)-docosapentaenoic acid. It is a conjugate acid of a (7Z,10Z,12E,16Z,19Z)-14-hydroperoxydocosapentaenoate. CC/C=C\\C/C=C\\CC(/C=C/C=C\\C/C=C\\CCCCCC(=O)O)OO